2-(chloromethyl)imidazole ClCC=1NC=CN1